CC1(N2C=CC(S(C3=NNC(NC4=C5CCCC5=CC=C4C4=CC=NC(OC1)=C4)=N3)(=O)=O)=N2)C 21,21-dimethyl-23-oxa-16λ6-thia-11,13,14,20,25,29,30-heptazahexacyclo-[22.3.1.112,15.117,20.02,10.05,9]triaconta-1(27),2,4,9,12(30),14,17(29),18,24(28),25-decaene 16,16-dioxide